P(O)(O)OC(C(C1=CC=CC=C1)(CCCCCCCCC)CCCCCCCCC)(C(OC(C)COP(O)O)CCCCCCCCC)CCCCCCCCC tetranonylphenyl-dipropylene glycol bisphosphite